CON(C(=O)C1=NN(C=C1[N+](=O)[O-])C1CC2(CN(C2)C2CCOCC2)C1)C N-methoxy-N-methyl-4-nitro-1-[2-(tetrahydro-2H-pyran-4-yl)-2-azaspiro[3.3]heptan-6-yl]-1H-pyrazole-3-carboxamide